1-((R)-2,2-difluorocyclobutyl)-N-((R)-1-(2-fluoro-3-(trifluoromethyl)phenyl)ethyl)-4-(((1R,5s,6s)-3-methyl-3-azabicyclo[3.1.0]hex-6-yl)amino)-6-oxo-1,6-dihydropyridine-3-carboxamide FC1([C@@H](CC1)N1C=C(C(=CC1=O)NC1[C@@H]2CN(C[C@H]12)C)C(=O)N[C@H](C)C1=C(C(=CC=C1)C(F)(F)F)F)F